ClC1=NC=C(C(=N1)C1=CC=C2C(C=C(N(C2=C1)C(C)C)C(=O)NC)=O)F 7-(2-chloro-5-fluoropyrimidin-4-yl)-1-isopropyl-N-methyl-4-oxo-1,4-dihydroquinoline-2-carboxamide